manganese hydrophosphate P(=O)([O-])([O-])O.[Mn+2]